(N-(4-amino-5-prop-2-ynyl-thiazol-2-yl)-4-fluoro-anilino)propanamide NC=1N=C(SC1CC#C)N(C1=CC=C(C=C1)F)C(C(=O)N)C